2-amino-4-(pyrrolidin-1-yl)-5,7-dihydro-6H-pyrrolo[3,4-d]Pyrimidine-6-carboxylic acid tert-butyl ester C(C)(C)(C)OC(=O)N1CC=2N=C(N=C(C2C1)N1CCCC1)N